COCCONC1CN(C1)C1=CC(=C2C(C(=CN(C2=N1)C1=NC=NS1)C(=O)O)=O)C 7-{3-[(2-methoxyethoxy)amino]azetidin-1-yl}-5-methyl-4-oxo-1-(1,2,4-thiadiazol-5-yl)-1,4-dihydro-1,8-naphthyridine-3-carboxylic acid